C1(=CC=CC=C1)S(=O)[O-].C1(=CC=CC=C1)S(=O)[O-].[Zn+2] zinc bis(benzenesulfinate)